CN1N=C(C=C1)CN1C(C2=CC=C(C=C2C=N1)S(=O)(=O)C1=CC2=C(OCCN2C(=O)OC(C)(C)C)C=C1)=O tert-butyl 6-((2-((1-methyl-1H-pyrazol-3-yl) methyl)-1-oxo-1,2-dihydro-phthalazin-6-yl) sulfonyl)-2,3-dihydro-4H-benzo[b][1,4]oxazine-4-carboxylate